Propyl heptafluoroisobutyrate FC(C(C(=O)OCCC)(C(F)(F)F)F)(F)F